C(C)(C)(C)OC(=O)N1N=C(C=C1CO)N 3-amino-5-(hydroxymethyl)-1H-pyrazole-1-carboxylic acid tert-butyl ester